(S)-2-chloro-7,8-dihydrobenzofuro[5,4-d]thiazole-7-carbaldehyde ClC=1SC2=C(N1)C=CC1=C2C[C@H](O1)C=O